amino-4-(phenylcarbamoyl)butanoic acid NC(C(=O)O)CCC(NC1=CC=CC=C1)=O